(S or R)-1-(2-(4-cyclobutylphenyl)-5-(5-hydroxy-6-(trifluoromethyl)nicotinoyl)-2,3,4,5,5a,6,8,9-octahydro-7H-1,2,5,7-tetraazabenzo[cd]azulen-7-yl)prop-2-en-1-one C1(CCC1)C1=CC=C(C=C1)N1N=C2CCN(C[C@@H]3C2=C1CCN3C(C3=CN=C(C(=C3)O)C(F)(F)F)=O)C(C=C)=O |o1:17|